2'-Chloro-N-(5-(3-fluoro-4-(trifluoromethyl)picolinoyl)-5,6-dihydro-4H-pyrrolo[3,4-d]thiazol-2-yl)-5'-methoxy-6-methyl-[4,4'-bipyridine]-3-carboxamide ClC1=NC=C(C(=C1)C1=C(C=NC(=C1)C)C(=O)NC=1SC2=C(N1)CN(C2)C(C2=NC=CC(=C2F)C(F)(F)F)=O)OC